CC1=CC=C(C=C1)S(=O)(=O)[O-].C(C)(C)(C)C1=CC=C(C=C1)[I+]C1=CC=C(C=C1)C(C)(C)C bis-(4-t-butylphenyl)iodonium p-toluenesulfonate